C(C)(=O)NC1(C2=CC=CC=C2C=2C=CC=CC12)C(=O)N1[C@@H]([C@@H]2[C@H](C1)CCC2)C(=O)N[C@H](C[C@H]2C(NCC2)=O)C(CO)=O (1S,3aR,6aS)-2-(9-acetamido-9H-fluorene-9-carbonyl)-N-((R)-4-hydroxy-3-oxo-1-((S)-2-oxopyrrolidin-3-yl)butan-2-yl)octahydrocyclopenta[c]pyrrole-1-carboxamide